2-bromo-N-(5-(4-fluorophenoxy)-1,3,4-thiadiazol-2-yl)propanamide BrC(C(=O)NC=1SC(=NN1)OC1=CC=C(C=C1)F)C